OC1=CC=C(C=C1)C1(CC(CCC1)C)C1=CC=C(C=C1)O 1,1-bis(4-hydroxyphenyl)-3-methylcyclohexane